[N+](=O)(OCCCCC(=O)N1C=C(C2=CC=CC=C12)CCN(C)C)[O-] 5-(3-(2-(dimethylamino)ethyl)-1H-indol-1-yl)-5-oxopentyl nitrate